racemic-2-allyl-1-(7-hydroxy-7-methyl-6,7-dihydro-5H-cyclopenta[b]pyridin-2-yl)-6-((3-methyl-4-(4-methylpiperazin-1-yl)phenyl)amino)-1,2-dihydro-3H-pyrazolo[3,4-d]pyrimidin-3-one C(C=C)N1N(C2=NC(=NC=C2C1=O)NC1=CC(=C(C=C1)N1CCN(CC1)C)C)C1=CC=C2C(=N1)[C@](CC2)(C)O |r|